5-chloro-2-methyl-N-((1r,4r)-4-((3-(5-nitropyridin-2-yl)-2-oxo-2,3-dihydro-1H-benzo[d]imidazol-1-yl)methyl)cyclohexyl)nicotinamide (L)-β-hydroxybutyrate OC(CC(=O)O)C.ClC=1C=NC(=C(C(=O)NC2CCC(CC2)CN2C(N(C3=C2C=CC=C3)C3=NC=C(C=C3)[N+](=O)[O-])=O)C1)C